2-(7-((2S,5R)-2,5-diethyl-4-(1-(imidazo[1,5-a]pyridin-6-yl)ethyl)piperazin-1-yl)-4-methyl-5-oxo-4,5-dihydro-2H-pyrazolo[4,3-b]pyridin-2-yl)acetonitrile C(C)[C@@H]1N(C[C@H](N(C1)C(C)C=1C=CC=2N(C1)C=NC2)CC)C=2C=1C(N(C(C2)=O)C)=CN(N1)CC#N